3-methyl-N-(quinolin-8-yl)-2-vinylbenzamide CC=1C(=C(C(=O)NC=2C=CC=C3C=CC=NC23)C=CC1)C=C